[Li].FC(C=1NC(=C(N1)C#N)C#N)(F)F 2-(trifluoromethyl)-1H-imidazole-4,5-dicarbonitrile lithium salt